[C-]#N.C(CCCCCCC)[NH+]1CCCCC1 N-Octylpiperidinium cyanid